6-(4-bromo-1-methyl-1H-pyrazol-5-yl)-3-cyclopropoxypicolinonitrile BrC=1C=NN(C1C1=CC=C(C(=N1)C#N)OC1CC1)C